OC1=CC=C(C=C1)C=1C(=NC(=CC1O)OCC1OCCCC1)CCC1=CC=C(C=C1)CCC 3-(4-Hydroxyphenyl)-2-(4-propylphenethyl)-6-((tetrahydro-2H-pyran-2-yl)methoxy)pyridin-4-ol